(R)-N-((R)-2-(difluoromethoxy)-1-(3-(difluoromethoxy)phenyl)ethyl)-3-hydroxy-3,5-dimethylhexanamide FC(OC[C@@H](C1=CC(=CC=C1)OC(F)F)NC(C[C@](CC(C)C)(C)O)=O)F